FC(C=1N(C(C2=C(N1)C(=NC(=N2)C=2CCOC(C2)C2=CC(=NC=C2)OC)C2=C(C=C(C=C2)F)F)=O)C)F 2-(difluoromethyl)-8-(2,4-difluorophenyl)-6-[6-(2-methoxy-4-pyridyl)-3,6-dihydro-2H-pyran-4-yl]-3-methyl-pyrimido[5,4-d]pyrimidin-4-one